ClC1=CC=C2C(=C(NC2=C1Cl)C1=NNC=N1)C=1C=NNC1 6,7-dichloro-3-(1H-pyrazol-4-yl)-2-(1H-1,2,4-triazol-3-yl)-1H-indole